N-(2,4-dimethoxybenzyl)-2-fluoro-4-(3-(methyl((1-methylpyrrolidin-3-yl)methyl)amino)-3-(3-(trifluoromethyl)phenethyl)piperidin-1-yl)-N-(pyrimidin-4-yl)benzenesulfonamide COC1=C(CN(S(=O)(=O)C2=C(C=C(C=C2)N2CC(CCC2)(CCC2=CC(=CC=C2)C(F)(F)F)N(CC2CN(CC2)C)C)F)C2=NC=NC=C2)C=CC(=C1)OC